C([C@@H]1[C@H]([C@@H]([C@H]([C@@H](O1)O[C@@H]2[C@H](O[C@H]([C@@H]([C@H]2O)O)O)CO)O)O)O)O beta-cellobiose